CN1C=NC2=CC(=CC=C2C1=O)C(=O)NC1CCC(CC1)NC1=CC(=NC2=CC=C(C=C12)Cl)C(F)(F)F 3-methyl-4-oxo-N-[(1s,4s)-4-{[6-chloro-2-(trifluoromethyl)quinolin-4-yl]amino}cyclohexyl]-3,4-dihydroquinazolin-7-carboxamide